5-chloro-2-(difluoromethyl)-N-((1r,4r)-4-((3-hydroxy-2-oxo-3-(thiazol-2-yl)indolin-1-yl)methyl)cyclohexyl)nicotinamide ClC=1C=NC(=C(C(=O)NC2CCC(CC2)CN2C(C(C3=CC=CC=C23)(C=2SC=CN2)O)=O)C1)C(F)F